FC(C(=O)OCC12CC3(CC(CC(C1)C3)C2)O)(S(=O)(=O)[O-])F.[Na+] sodium 1,1-difluoro-2-((3-hydroxyadamantan-1-yl) methoxy)-2-oxoethanesulfonate